1,8-dibromo-decane BrCCCCCCCC(CC)Br